C(#N)C1=C(C=C(OC2C(C(C2(C)C)NC(=O)C2=CC=C(C=C2)N2CCC3(CN(CCO3)C3CC(C3)OC3=CC(=C(C(=O)OC)C=C3)OC)CC2)(C)C)C=C1)OC methyl 4-[3-[9-[4-[[3-(4-cyano-3-methoxy-phenoxy)-2,2,4,4-tetramethyl-cyclobutyl]carbamoyl]phenyl]-1-oxa-4,9-diazaspiro[5.5]undecan-4-yl]cyclobutoxy]-2-methoxy-benzoate